(S)-3-isopropyl-3,4-dihydroquinoxalin-2(1H)-one C(C)(C)[C@H]1C(NC2=CC=CC=C2N1)=O